(R)-4-isopropyl-3-(2-methoxy-4-((trimethylsilyl)ethynyl)phenyl)-6-(piperidin-3-ylamino)-1,2,4-triazin-5(4H)-one C(C)(C)N1C(=NN=C(C1=O)N[C@H]1CNCCC1)C1=C(C=C(C=C1)C#C[Si](C)(C)C)OC